O1CC=C2C1=C1C=CC=CC1=N2 indolofurane